(5-(4-amino-7-methyl-7H-pyrrolo[2,3-d]pyrimidin-5-yl)pyridin-2-yl)-2-oxo-1-phenyl-2,4,6,7-tetrahydro-1H-pyrazolo[5,1-c][1,4]oxazine-3-carboxamide NC=1C2=C(N=CN1)N(C=C2C=2C=CC(=NC2)C2OCCN1C2=C(C(N1C1=CC=CC=C1)=O)C(=O)N)C